N-((3S,4S)-3-((7-(2,6-dichloro-3,5-dimethoxyphenyl)-5-(((tetrahydrofuran-3-yl)methyl)amino)-2,6-naphthyridin-3-yl)amino)tetrahydro-2H-pyran-4-yl)acrylamide ClC1=C(C(=C(C=C1OC)OC)Cl)C1=NC(=C2C=C(N=CC2=C1)N[C@@H]1COCC[C@@H]1NC(C=C)=O)NCC1COCC1